ClC1=C(C=CC(=C1)F)[C@@H]1CC[C@H](CC1)CCNC1CCOCC1 4-({2-[(trans)-4-(2-Chloro-4-fluorophenyl)cyclohexyl]-ethyl}amino)oxan